(R)-2-(3-(4-amino-3-(4-phenoxyphenyl)-1H-pyrazolo[3,4-d]pyrimidin-1-yl)piperidin-1-yl)-2-oxoethyl methanesulfonate CS(=O)(=O)OCC(=O)N1C[C@@H](CCC1)N1N=C(C=2C1=NC=NC2N)C2=CC=C(C=C2)OC2=CC=CC=C2